[La].COCC(C)OC 1,2-dimethoxypropane lanthanum